Sulfoethyl-butyrate S(=O)(=O)(O)CCOC(CCC)=O